NC1=C(C=C(C(=O)OC)C=C1NC[C@H]1OCC1)C1=NN(C=C1)C methyl 4-amino-3-(1-methylpyrazol-3-yl)-5-[[(2S)-oxetan-2-yl]methylamino]benzoate